N-[(3R)-1-methylpiperidin-3-yl]-1-[4-(trifluoromethyl)phenyl]pyrido[3,4-d]pyridazin-4-amine CN1C[C@@H](CCC1)NC=1N=NC(=C2C1C=NC=C2)C2=CC=C(C=C2)C(F)(F)F